4,5-Diisocyanato-1,3-dithiolane N(=C=O)C1SCSC1N=C=O